1-(4-(2H-1,2,3-triazol-2-yl)phenyl)ethan-1-one N=1N(N=CC1)C1=CC=C(C=C1)C(C)=O